3-(4-(5-chloro-2-((1-cyclopropyl-1H-pyrazol-4-yl)amino)pyrimidin-4-yl)phenoxy)-2,2-dimethylpropanenitrile ClC=1C(=NC(=NC1)NC=1C=NN(C1)C1CC1)C1=CC=C(OCC(C#N)(C)C)C=C1